(1s,3s)-3-(Dimethylamino)cyclobutyl(8-amino-7-fluoro-6-(8-methyl-2,3-dihydro-1H-pyrido[2,3-b][1,4]oxazin-7-yl)isoquinolin-3-yl)carbamate CN(C1CC(C1)N(C([O-])=O)C=1N=CC2=C(C(=C(C=C2C1)C1=C(C2=C(OCCN2)N=C1)C)F)N)C